COC(C1=C(C=CC=C1)C(C1=CC=CC=C1)=O)=O Methyl-o-benzoyl-benzoate